2-amino-7-(E)-cinnamyl-9-((2R,3S,4S,5R)-4-fluoro-3-hydroxy-5-(hydroxymethyl)tetrahydrofuran-2-yl)-7,9-dihydro-1H-purine-6,8-dione NC=1NC(C=2N(C(N(C2N1)[C@@H]1O[C@@H]([C@H]([C@H]1O)F)CO)=O)C\C=C\C1=CC=CC=C1)=O